hydrogen fluoride pyridinium salt [NH+]1=CC=CC=C1.F